C1(=CC(=CC=C1)N(C1=CC=CC=C1)C1(C=O)CC=CC=C1)C1=CC(=CC=C1)N(C1=CC=CC=C1)C1(C=O)CC=CC=C1 [1,1'-biphenyl]-3,3'-diylbis(phenylazanediyl)dibenzaldehyde